(R)-N-((R)-1'-(8-(3-chloro-2-(cyclopropylamino)pyridin-4-yl)imidazo[1,2-c]pyrimidin-5-yl)-3H-spiro[benzofuran-2,4'-piperidin]-3-yl)-2-methylpropane-2-sulfinamide ClC=1C(=NC=CC1C=1C=2N(C(=NC1)N1CCC3(CC1)OC1=C([C@H]3N[S@](=O)C(C)(C)C)C=CC=C1)C=CN2)NC2CC2